FC=1C=CC(=C2C=C(N(C12)CCNC1=NC=NC(=C1)C1=CC(=C(C=C1)C=1N=CNC1)OC)C#N)OC 7-Fluoro-1-(2-{6-[4-(1H-imidazol-4-yl)-3-methoxy-phenyl]-pyrimidin-4-ylamino}-ethyl)-4-methoxy-1H-indole-2-carbonitrile